Cl.O1[C@H](COC2=C1C=CC=C2)CN2C[C@H](CCC2)C2=CC(=CC=C2)F (R)-1-[(S)-1-(2,3-Dihydrobenzo[1,4]dioxin-2-yl)methyl]-3-(3-fluorophenyl)piperidine hydrochloride